COC=1C=C(C=CC1)C1=CC=C(C=C1)[C@H](C)N1N=CC2=CC=CC(=C12)C(=O)NC1CC2(CCC2)C1 (Ra)-6-(1-((S)-1-(3'-Methoxy-[1,1'-biphenyl]-4-yl)ethyl)-1H-indazol-7-carboxamido)spiro[3.3]heptan